C(C)(=O)O.C(C)(=O)O.C(CCCS)S 1,4-butane-dithiol diacetate